C1N(CC12CNC2)CC2=C(N(N=C2)C)S(=O)(=O)N 4-(2,6-diazaspiro[3.3]heptan-2-ylmethyl)-2-methyl-pyrazole-3-sulfonamide